C(C)(C)(C)NC([C@@H](CCCC)NC(OC(C)(C)C)=O)=O tert-butyl (R)-(1-(tert-butylamino)-1-oxohexan-2-yl)carbamate